5-bromo-1-tosyl-1H-pyrrole BrC1=CC=CN1S(=O)(=O)C1=CC=C(C)C=C1